N-((3R,4S)-3-fluoro-1-(oxetan-3-yl)piperidin-4-yl)-5-(1-((S)-2-fluoropropyl)-1H-benzo[d][1,2,3]triazol-6-yl)-4-methoxypyrrolo[2,1-f][1,2,4]triazin-2-amine F[C@@H]1CN(CC[C@@H]1NC1=NN2C(C(=N1)OC)=C(C=C2)C=2C=CC1=C(N(N=N1)C[C@H](C)F)C2)C2COC2